C(C)OC(CCCOC1=C(C=C(C=C1F)C1=CSC(=C1)C=O)F)=O.C(#N)C1(CC1)NC(=O)C1CNC1 N-(1-cyanocyclopropyl)azetidine-3-carboxamide ethyl-4-[2,6-difluoro-4-(5-formyl-thiophen-3-yl)-phenoxy]-butyrate